6-bromo-1-(4-methoxybenzyl)-1,8-naphthyridine-2(1H)-one BrC=1C=C2C=CC(N(C2=NC1)CC1=CC=C(C=C1)OC)=O